Methyl (S)-3-((1R,3R)-1-(2-chloro-5-fluoro-3-methylpyridin-4-yl)-3-methyl-1,3,4,9-tetrahydro-2H-pyrido[3,4-b]indol-2-yl)-2-methylpropionate ClC1=NC=C(C(=C1C)[C@H]1N([C@@H](CC2=C1NC1=CC=CC=C21)C)C[C@@H](C(=O)OC)C)F